C(C(C)C)OC(=O)OC[C@@H]1[C@H]([C@@H]([C@H]([C@@H](O1)OC1=NN(C(=C1CC1=CC=C(C=C1)OC(C)C)C)C(C)C)O)O)O 6-O-isobutoxycarbonyl-(β-D-glucopyranosyloxy)-4-[(4-isopropoxyphenyl)-methyl]-1-isopropyl-5-methylpyrazole